C1(CCCC1)C1=CC(=C(C=C1F)NC(C1=C(C=CC(=C1)[N+](=O)[O-])SC1=NN=NN1C)=O)F N-(4-cyclopentyl-2,5-difluorophenyl)-2-[(1-methyl-1H-1,2,3,4-tetrazol-5-yl)sulfanyl]-5-nitrobenzamide